OC1=C(C=C(C=C1)C)C(CC1=NC=CC=C1)C=1SC=CC1 2-(2-(2-hydroxy-5-methylphenyl)-2-(2-thienyl)ethyl)-pyridine